tert-Butyl methyl(thiazol-2-yl)carbamate CN(C(OC(C)(C)C)=O)C=1SC=CN1